BrC1=C(C=C(C=C1)F)N1C=NN(C1=O)CSC1=CC(=C(OCC(=O)OCC)C=C1)C Ethyl 2-(4-(((4-(2-bromo-5-fluorophenyl)-5-oxo-4,5-dihydro-1H-1,2,4-triazol-1-yl)methyl)thio)-2-methylphenoxy)acetate